copper (I) (+)-2,2'-isopropylidenebis[(4S)-4-phenyl-2-oxazoline] trifluoromethanesulfonate FC(S(=O)(=O)[O-])(F)F.C(C)(C)(C=1OC[C@@H](N1)C1=CC=CC=C1)C=1OC[C@@H](N1)C1=CC=CC=C1.[Cu+]